FC(C=1C(=C(C=CC1)[C@@H](C)NC=1C=2C(N=C(N1)C)=CC(N(C2)N2CCC(CC2)(F)F)=O)F)F (R)-4-((1-(3-(difluoromethyl)-2-fluorophenyl)ethyl)amino)-6-(4,4-difluoropiperidin-1-yl)-2-methylpyrido[4,3-d]pyrimidin-7(6H)-one